(2S)-3-{4-[2-(2-ethoxyethoxy)ethoxy]phenyl}-2-[(methylsulfonyl)oxy]propanoic acid tert-butyl ester C(C)(C)(C)OC([C@H](CC1=CC=C(C=C1)OCCOCCOCC)OS(=O)(=O)C)=O